Ethyl 5-(2-chloro-5-(isobutyrylaminomethyl) benzoylamino)-1H-indole-2-carboxylate ClC1=C(C(=O)NC=2C=C3C=C(NC3=CC2)C(=O)OCC)C=C(C=C1)CNC(C(C)C)=O